fluoro-N-(3-fluoro-5-((1-(trifluoromethyl)cyclopropyl)ethynyl)phenyl)-N-methyl-[1,2,4]triazolo[4,3-a]quinazolin-5-amine FC1=NN=C2N1C1=CC=CC=C1C(=N2)N(C)C2=CC(=CC(=C2)C#CC2(CC2)C(F)(F)F)F